cobalt iron tetraoxide [O-2].[O-2].[O-2].[O-2].[Fe+2].[Co+2]